N-(tert-Butyl)-6-(1-(3-chloropyridin-2-yl)-3-(trifluoromethyl)-1H-pyrazol-5-carboxamido)-5-methylpyrazolo[1,5-a]pyridin-7-carboxamid C(C)(C)(C)NC(=O)C1=C(C(=CC=2N1N=CC2)C)NC(=O)C2=CC(=NN2C2=NC=CC=C2Cl)C(F)(F)F